C(C=C)(=O)OCC1C(OC1F)(F)F 3-(acryloxymethyl)-2,2,4-trifluorooxetane